3-chloro-N-[trans-4-(methylamino)cyclohexyl]-N-[[3-(4-pyridyl)phenyl]methyl]benzo[b]thiophene-2-carboxamide ClC=1C2=C(SC1C(=O)N(CC1=CC(=CC=C1)C1=CC=NC=C1)[C@@H]1CC[C@H](CC1)NC)C=CC=C2